methyl (3R)-2-((1-(2-aminoethyl)cyclobutyl)methyl)-3-((tert-butoxycarbonyl)amino)butanoate NCCC1(CCC1)CC(C(=O)OC)[C@@H](C)NC(=O)OC(C)(C)C